N1=C(C=CC=C1)C=1C(=NC=CN1)C(C)NCC=C N-[1-[3-(2-pyridyl)pyrazin-2-yl]ethyl]prop-2-en-1-amine